C(#N)C1=C(C=C(C2=C1CCO2)C=2SC=C(N2)C(C)C)NCC(C(=O)NO)=C 2-[[[4-cyano-7-(4-isopropylthiazol-2-yl)-2,3-dihydrobenzofuran-5-yl]amino]methyl]prop-2-enehydroxamic acid